(S)-1-(3-(4-amino-5-((2-methyl-1H-benzo[d]imidazol-5-yl)ethynyl)-7H-pyrrolo[2,3-d]pyrimidin-7-yl)pyrrolidin-1-yl)prop-2-en-1-one NC=1C2=C(N=CN1)N(C=C2C#CC2=CC1=C(NC(=N1)C)C=C2)[C@@H]2CN(CC2)C(C=C)=O